N-(5-(6-((1R,4R)-2-oxa-5-azabicyclo[2.2.1]hept-5-yl)-[1,2,4]triazolo[1,5-a]pyridin-2-yl)-8-(methylamino)-2,7-naphthyridin-3-yl)cyclopropanecarboxamide [C@H]12OC[C@H](N(C1)C=1C=CC=3N(C1)N=C(N3)C3=C1C=C(N=CC1=C(N=C3)NC)NC(=O)C3CC3)C2